[N+](=O)([O-])C=1C=C(OCC2CNC2)C=C(C1)C(F)(F)F 3-[[3-nitro-5-(trifluoromethyl)phenoxy]methyl]azetidine